C(N)(=O)C1=CC=C(C=C1)NC(C1=C(C=CC=C1)S(N(C1=CC=CC=C1)C)(=O)=O)=O N-(4-carbamoylphenyl)-2-(N-methyl-N-phenylsulfamoyl)benzamide